(Z)-3-(5-(4-(4-(4-(1-(4-hydroxyphenyl)-2-phenylbut-1-en-1-yl)phenyl)piperazine-1-carbonyl)piperazin-1-yl)-1-oxoisoindolin-2-yl)piperidine-2,6-dione OC1=CC=C(C=C1)\C(=C(\CC)/C1=CC=CC=C1)\C1=CC=C(C=C1)N1CCN(CC1)C(=O)N1CCN(CC1)C=1C=C2CN(C(C2=CC1)=O)C1C(NC(CC1)=O)=O